(1S,2S,3R,5S)-2-(3-aminopropyl)-6,6-dimethylbicyclo[3.1.1]heptane-2,3-diol NCCC[C@@]1([C@@H]2C([C@H](C[C@H]1O)C2)(C)C)O